C(C)(C)N1N=C(N=C1)C=O (1-isopropyl-1H-1,2,4-triazol-3-yl)methanone